C(C)(C)(C)OC(=O)N1CC2=CC=C(C=C2CC1)NC1=NC=CC(=N1)OC1=C(C=C(C=C1C)\C=C\C#N)C (E)-6-((4-(4-(2-cyanovinyl)-2,6-dimethylphenoxy)pyrimidin-2-yl)amino)-3,4-dihydroisoquinoline-2(1H)-carboxylic acid tert-butyl ester